4-(1-methyl-1H-indol-3-yl)pyrimidine-5-carboxylic acid ethyl ester C(C)OC(=O)C=1C(=NC=NC1)C1=CN(C2=CC=CC=C12)C